(5-(4-bromophenyl)-3-methylisoxazol-4-yl)methyl (4-nitrophenyl) carbonate C(OCC=1C(=NOC1C1=CC=C(C=C1)Br)C)(OC1=CC=C(C=C1)[N+](=O)[O-])=O